C(C1=CC=CC=C1)(=O)OCC1(CC1)N(C(=O)C1=NOC2=C1CN(CC2)C(=O)C=2NC1=CC=CC=C1C2)C (1-(5-(1H-indole-2-carbonyl)-N-methyl-4,5,6,7-tetrahydroisoxazolo[4,5-c]pyridine-3-carboxamido)cyclopropyl)methyl benzoate